C1(=CC=CC=C1)/C=C(/S(=O)(=O)C1=CC=C(C)C=C1)\NC=O (E)-N-(2-phenyl-1-tosylvinyl)formamide